2-(4-(dimethylamino)phenyl)benzo[d]thiazol-6-amine CN(C1=CC=C(C=C1)C=1SC2=C(N1)C=CC(=C2)N)C